(E)-N-((5-bromopyridin-3-yl)methylene)-2-methylpropane-2-sulfinamide BrC=1C=C(C=NC1)\C=N\S(=O)C(C)(C)C